FC=1C=C(C=CC1CN1CCOCC1)C#CC1=CC=C(C=C1)C(CC1=NC=C(C(N1)=O)O)CN1CC(C1)O 2-(4-((3-fluoro-4-(morpholinomethyl)phenyl)ethynyl)phenyl)-3-(3-hydroxyazetidin-1-yl)propyl-5-hydroxypyrimidin-4(3H)-one